tert-butyl (2-(2-(3-(9-(2,6-dioxopiperidin-3-yl)-9H-pyrido[2,3-b]indol-5-yl)propoxy)ethoxy)ethyl)carbamate O=C1NC(CCC1N1C2=C(C3=C(C=CC=C13)CCCOCCOCCNC(OC(C)(C)C)=O)C=CC=N2)=O